N(C1=NN=NN1CCCCCCCC[Si](OC)(OC)OC)C1=NN=NN1CCCCCCCC[Si](OC)(OC)OC 5,5'-iminobis{1-[8-(trimethoxysilyl)octyl]-1,2,3,4-tetrazole}